[6-Fluoro-5-(7-morpholin-4-yl-pyrido[4,3-d]-pyrimidin-4-yl)-pyridin-3-yl]-(4-methyl-thiazol-2-yl)-methanol FC1=C(C=C(C=N1)C(O)C=1SC=C(N1)C)C=1C2=C(N=CN1)C=C(N=C2)N2CCOCC2